CC1(CCN(CC1)C=1C=C(C=CC1[N+](=O)[O-])N1CC(N(CC1)C)C)C 4-(3-(4,4-Dimethylpiperidin-1-yl)-4-nitrophenyl)-1,2-dimethylpiperazine